p-(diethylamino)benzaldehyde diphenylhydrazone C1(=CC=CC=C1)N(N=CC1=CC=C(C=C1)N(CC)CC)C1=CC=CC=C1